(4-amino-3,5-difluorophenyl)(8-(6-bromo-4-chloro-1,2-dimethyl-1H-benzo[d]imidazol-5-yl)indolizin-3-yl)methanone NC1=C(C=C(C=C1F)C(=O)C1=CC=C2C(=CC=CN12)C1=C(C2=C(N(C(=N2)C)C)C=C1Br)Cl)F